N-(4-(4-amino-5-(4-((5-chloropyrimidin-2-yl)oxy)-3-fluorophenyl)-7-methyl-7H-pyrrolo[2,3-d]pyrimidin-6-yl)phenyl)methacrylamide NC=1C2=C(N=CN1)N(C(=C2C2=CC(=C(C=C2)OC2=NC=C(C=N2)Cl)F)C2=CC=C(C=C2)NC(C(=C)C)=O)C